(R)-2-((1-(cyclopropylmethyl)-1H-pyrazol-4-yl)amino)-N-((S)-2-(dimethylamino)-1-phenylethyl)-6-methyl-5,8-dihydropyrido[3,4-d]pyrimidine-7(6H)-carboxamide C1(CC1)CN1N=CC(=C1)NC=1N=CC2=C(N1)CN([C@@H](C2)C)C(=O)N[C@H](CN(C)C)C2=CC=CC=C2